2-(3-((2,4-dichlorophenoxy)methyl)phenyl)acetic acid ClC1=C(OCC=2C=C(C=CC2)CC(=O)O)C=CC(=C1)Cl